NCOC1=CC(=C(C=C1)C(=O)C1=CC=CC=C1)O (4-Aminomethoxy-2-hydroxyphenyl)-phenyl-methanone